2-allyl-6-((6-((tert-butyldimethylsilyl)oxy)-5,6,7,8-tetrahydronaphthalen-2-yl)amino)-1-(6-(2-hydroxypropan-2-yl)pyridin-2-yl)-1,2-dihydro-3H-pyrazolo[3,4-d]Pyrimidin-3-one C(C=C)N1N(C2=NC(=NC=C2C1=O)NC1=CC=2CCC(CC2C=C1)O[Si](C)(C)C(C)(C)C)C1=NC(=CC=C1)C(C)(C)O